C(O)N(C(=O)NCC(O)O)CO N,N-dimethyloldihydroxyethyl-urea